potassium butyrolactam salt C1(CCCN1)=O.[K]